C(C)(C)OC(=O)C=1C(=C(C=2N(C1)C=C(N2)C21COC(C2)(C1)C)Cl)OC(C)C 8-chloro-7-isopropoxy-2-(1-methyl-2-oxabicyclo[2.1.1]hex-4-yl)imidazo[1,2-a]pyridine-6-carboxylic acid isopropyl ester